FC(C1OCCO1)(F)F 2-(trifluoromethyl)-1,3-dioxolane